tert-butyl N-[(2S)-3-(3,4-difluorophenyl)-1-(4-{4-[1-(2,6-dioxopiperidin-3-yl)-3-methyl-2-oxo-1,3-benzodiazol-5-yl]but-3-yn-1-yl}piperidin-1-yl)-1-oxopropan-2-yl]carbamate FC=1C=C(C=CC1F)C[C@@H](C(=O)N1CCC(CC1)CCC#CC1=CC2=C(N(C(N2C)=O)C2C(NC(CC2)=O)=O)C=C1)NC(OC(C)(C)C)=O